ClC1=C(C=NC2=CC(=C(C=C12)F)OC(C)C)C#N 4-chloro-6-fluoro-7-isopropoxyquinoline-3-carbonitrile